3-[1-methylindol-3-yl]-4-(1-propylindol-3-yl)-1H-pyrrole-2,5-dione CN1C=C(C2=CC=CC=C12)C=1C(NC(C1C1=CN(C2=CC=CC=C12)CCC)=O)=O